aminobenztriazole NC1=CC=CC=2NN=NC21